(2-fluoro-5-hydroxyphenyl)(6-(3-(2-(trifluoromethyl)phenyl)-1H-pyrazol-1-yl)-2-azaspiro[3.3]heptan-2-yl)methanone FC1=C(C=C(C=C1)O)C(=O)N1CC2(C1)CC(C2)N2N=C(C=C2)C2=C(C=CC=C2)C(F)(F)F